3-phenyl-8-trifluoromethyl-imidazo[1,2-a]pyridine C1(=CC=CC=C1)C1=CN=C2N1C=CC=C2C(F)(F)F